CN1CC2(C1)CCN(CC2)C2=NC1=C(N2C(=O)NCCOC2=CC=CC=C2)C=CC=C1 (2-Methyl-2,7-diazaspiro[3.5]nonan-7-yl)-N-(2-phenoxyethyl)-1H-benzo[d]imidazole-1-carboxamide